5-[[2-[(2S,5R)-5-(difluoromethoxy)-2-phenyl-1-piperidyl]-2-oxo-acetyl]amino]pyridine-3-carboxamide FC(O[C@@H]1CC[C@H](N(C1)C(C(=O)NC=1C=C(C=NC1)C(=O)N)=O)C1=CC=CC=C1)F